CN1C(=CC(=C1)NC(=O)C=1N(C=C(C1)[N+](=O)[O-])C)C(=O)OC methyl 1-methyl-4-(1-methyl-4-nitro-1H-pyrrole-2-carboxamido)-1H-pyrrole-2-carboxylate